6-chloro-1,2-dihydro-2-oxoquinoline-3-formaldehyde ClC=1C=C2C=C(C(NC2=CC1)=O)C=O